Tert-butyl 6-phenyl-4-azaspiro[2.4]heptane-4-carboxylate C1(=CC=CC=C1)C1CN(C2(CC2)C1)C(=O)OC(C)(C)C